C1(=CC=C(C=C1)C1=C(C(C(=O)[O-])=CC=C1C(=O)[O-])C(=O)[O-])C1=C(C(C(=O)[O-])=CC=C1C(=O)[O-])C(=O)[O-] p-phenylene-bistrimellitate